ClC=1C=C(C=NC1[C@@H](C)OC)NC(=O)C=1C=NN(C1C(F)(F)F)C=1C=2N(C(=CC1)Cl)N=CC2 (R)-N-(5-chloro-6-(1-methoxyethyl)pyridin-3-yl)-1-(7-chloropyrazolo[1,5-a]Pyridin-4-yl)-5-(trifluoromethyl)-1H-pyrazole-4-carboxamide